C(C)(C)(C)OC(=O)N[C@H](C(=O)OC)C[C@H]1C(NCCC1)=O methyl (2S)-2-[(tert-butoxycarbonyl)amino]-3-[(3S)-2-oxopiperidin-3-yl]propanoate